C(C)(C)(C)OC(=O)N1CCN(CC1)C=1SC=C(N1)C(=O)OCC ethyl 2-(4-(tert-butoxycarbonyl)piperazin-1-yl)thiazole-4-carboxylate